COC=CC(F)(F)F 3,3,3-trifluoropropenyl methyl ether